(E)-3-(4-ethoxyphenyl)-N-(1H-pyrazol-3-yl)-N-(tetra-hydrofuran-2-yl-methyl)prop-2-enamide C(C)OC1=CC=C(C=C1)/C=C/C(=O)N(CC1OCCC1)C1=NNC=C1